ClC1=C(C=C(OCC(=O)NC23CC(C2)(C3)NC(=O)C3OC2=C(C(C3)=O)C=C(C(=C2)F)F)C=C1)F N-{3-[2-(4-chloro-3-fluorophenoxy)acetamido]bicyclo[1.1.1]pentan-1-yl}-6,7-difluoro-4-oxo-3,4-dihydro-2H-1-benzopyran-2-carboxamide